((trimethylsilyl)ethynyl)pyrimidin-2-amine C[Si](C)(C)C#CC1=NC(=NC=C1)N